3-(3-(dimethylamino)phenyl)-7-methyl-1H-indole-2-carboxylic acid CN(C=1C=C(C=CC1)C1=C(NC2=C(C=CC=C12)C)C(=O)O)C